O=C1NC(CNC1)=O 2,6-Diketopiperazine